N-(3,3-dimethylbutyl)cyclohexane-1,3-diamine CC(CCNC1CC(CCC1)N)(C)C